N,N-bis[(2,4-dimethoxyphenyl)methyl]-3-methoxy-4-trifluoromethyl-1H-pyrazol-5-amine COC1=C(C=CC(=C1)OC)CN(C1=C(C(=NN1)OC)C(F)(F)F)CC1=C(C=C(C=C1)OC)OC